1-(1H-pyrazol-5-yl)ethanamine N1N=CC=C1C(C)N